1,11-dihydroisochromeno[4',3':6,7]naphtho[1,2-d]imidazol N1C=NC2=C1C1=CC3=C(C=C1C=C2)C2=CC=CC=C2CO3